CN(CC#C)CC1=C2C=CC=NC2=C(C=C1)O 5-[N-methyl-N-propargylaminomethyl]-8-hydroxyquinoline